6-(7-azabicyclo[2.2.1]heptan-7-yl)-2-(6-(5,5-dimethyl-6,7-dihydro-5H-pyrrolo[2,1-c][1,2,4]triazol-3-yl)pyridin-2-yl)-4-((methylamino)methyl)-2,3-dihydro-1H-pyrrolo[3,4-c]pyridin-1-one C12CCC(CC1)N2C2=CC1=C(C(=N2)CNC)CN(C1=O)C1=NC(=CC=C1)C=1N2C(=NN1)CCC2(C)C